tert-butyl 6-[4-(3-chloro-2-fluoro-anilino)-7-methoxy-quinazolin-6-yl]-7-oxo-2,6-diazaspiro[3.4]octane-2-carboxylate ClC=1C(=C(NC2=NC=NC3=CC(=C(C=C23)N2CC3(CN(C3)C(=O)OC(C)(C)C)CC2=O)OC)C=CC1)F